[Pr+3].[O-2].[Pr+3].[O-2].[O-2] praseodymium oxide, praseodymium salt